tert-Butyl N-[5-[[2-[(2R,5R)-4,4-difluoro-2-(1H-indazol-5-yl)-5-methyl-1-piperidyl]-2-oxo-acetyl]amino]-3-ethyl-2-pyridyl]carbamate FC1(C[C@@H](N(C[C@H]1C)C(C(=O)NC=1C=C(C(=NC1)NC(OC(C)(C)C)=O)CC)=O)C=1C=C2C=NNC2=CC1)F